tert-Butyl 4-(2-chloro-4-(hydroxymethyl)phenyl)-3,6-dihydropyridine-1(2H)-carboxylate ClC1=C(C=CC(=C1)CO)C=1CCN(CC1)C(=O)OC(C)(C)C